N[C@@H]1[C@@H](OCC12CCN(CC2)C2=NC=C(C=1N2C=CN1)SC1=C(C(=NC=C1)N1CC(C1)O)Cl)C [4-({5-[(3S,4S)-4-amino-3-methyl-2-oxa-8-azaspiro[4.5]dec-8-yl]imidazo[1,2-c]pyrimidin-8-yl}sulfanyl)-3-chloropyridin-2-yl]azetidin-3-ol